tert-butyl 4-[2-[(2S)-2-methyl-4-[6-[5-(1-methylcyclopropoxy)-1H-indazol-3-yl]pyrimidin-4-yl]piperazin-1-yl]ethoxy]piperidine-1-carboxylate C[C@@H]1N(CCN(C1)C1=NC=NC(=C1)C1=NNC2=CC=C(C=C12)OC1(CC1)C)CCOC1CCN(CC1)C(=O)OC(C)(C)C